FC1=CC=C(C=C1)NC([C@@H](C1=CC=CC=C1)N(C(OC(C)(C)C)=O)C)=O Tert-butyl (R)-(2-((4-fluorophenyl)amino)-2-oxo-1-phenylethyl)(methyl)carbamate